COCCOCC(=O)OCN1C(CCC2=CC=C(C=C12)CCN1CCN(CC1)C1=CC(=CC=2SC=CC21)F)=O (7-(2-(4-(6-fluorobenzo[b]thiophen-4-yl)piperazin-1-yl)ethyl)-2-oxo-3,4-dihydroquinolin-1(2H)-yl)methyl 2-(2-methoxyethoxy)acetate